(R)-4-(7-chloro-2-methyl-4-((1-(2-methyl-3-(trifluoromethyl)phenyl)ethyl)amino)pyrido[2,3-d]pyrimidin-6-yl)thiomorpholine 1,1-dioxide ClC=1C(=CC2=C(N=C(N=C2N[C@H](C)C2=C(C(=CC=C2)C(F)(F)F)C)C)N1)N1CCS(CC1)(=O)=O